C1(=CCC(CC1)=C(C)C)C menth-1,4(8)-diene